6,7-difluoro-4-[1-((methyl-d3)amino)ethyl]-2H-isoquinolin-1-one hydrochloride Cl.FC=1C=C2C(=CNC(C2=CC1F)=O)C(C)NC([2H])([2H])[2H]